The molecule is a monohydroxyflavone that is flavone substituted by a hydroxy group at position 7, a methoxy group at position 5 and methyl groups at positions 6 and 8. Isolated from the buds of Cleistocalyx operculatus, it has been shown to exhibit inhibitory effects on the viral neuraminidases from two influenza viral strains, H1N1 and H9N2. It has a role as a plant metabolite and an EC 3.2.1.18 (exo-alpha-sialidase) inhibitor. It is a monohydroxyflavone and a monomethoxyflavone. It derives from a flavone. CC1=C(C(=C(C2=C1OC(=CC2=O)C3=CC=CC=C3)OC)C)O